NC1CCC(CC1)OC(C)O (((1r,4r)-4-aminocyclohexyl)oxy)ethan-1-ol